4-bromo-2-[(6-chloro-3-morpholinosulfonyl-4-quinolyl)amino]benzoic acid BrC1=CC(=C(C(=O)O)C=C1)NC1=C(C=NC2=CC=C(C=C12)Cl)S(=O)(=O)N1CCOCC1